4-({4-carboxy-2',4'-dichloro-[1,1'-biphenyl]-3-yl}carbamoyl)-6-hydroxybenzene-1,3-dicarboxylic acid C(=O)(O)C1=C(C=C(C=C1)C1=C(C=C(C=C1)Cl)Cl)NC(=O)C1=C(C=C(C(=C1)O)C(=O)O)C(=O)O